(E)-4-amino-6-bromo-3-(2-chloro-5-fluorophenyl)-2-(4-methoxybenzyl)isoindol-1-one O-ethyloxime C(C)O\N=C/1\N(C(C2=C(C=C(C=C12)Br)N)C1=C(C=CC(=C1)F)Cl)CC1=CC=C(C=C1)OC